C(C)OC(/C(/C=O)=N/NC1=C(C=C(C=C1)F)Cl)=O.ClC1=C(C=CC(=C1)F)N\N=C(\C(=O)OCC)/C=N/O Ethyl (2E,3E)-2-[2-(2-chloro-4-fluorophenyl)hydrazinylidene]-3-(hydroxyimino)propanoate Ethyl-(2E)-2-[2-(2-chloro-4-fluorophenyl)hydrazinylidene]-3-oxopropanoate